ClC1=CC2=C(N(C(N=C2N2[C@H](CN(CC2)C(C=C)=O)C)=O)C(CC)CC)N=C1Cl 6,7-dichloro-4-((2S)-2-methyl-4-(2-propenoyl)-1-piperazinyl)-1-(3-pentanyl)pyrido[2,3-d]pyrimidin-2(1H)-one